O1CC[C@@H](C2=CC=CC=C12)NC(=O)C=1C=C(C=CC1)C(C(=C=C)C)N1C(NC(CC1=O)(CC)CC)=[NH2+] [1-[1-[3-[[(4S)-chroman-4-yl]carbamoyl]phenyl]-2-methyl-buta-2,3-dienyl]-4,4-diethyl-6-oxo-hexahydropyrimidin-2-ylidene]ammonium